2-(t-butoxyformyloxyimino)-2-phenylacetonitrile C(C)(C)(C)OC(=O)ON=C(C#N)C1=CC=CC=C1